1-benzyl-3-[2-(4-ethyl-piperazin-1-yl)-4-methyl-quinolin-6-yl]-1-methyl-thiourea C(C1=CC=CC=C1)N(C(=S)NC=1C=C2C(=CC(=NC2=CC1)N1CCN(CC1)CC)C)C